ClC1=NC=C(C(=N1)C=1C=NN(C1)C1CCCCC1)Cl 2,5-dichloro-4-(1-cyclohexylpyrazol-4-yl)pyrimidine